C(CCCCCCCCCCCCCCCCC)C=1N=CNC1 4-octadecyl-1H-imidazole